tert-butyl 2-(5-bromo-3-chloro-2-fluorophenyl)-2-(methanesulfonyloxy)acetate BrC=1C=C(C(=C(C1)C(C(=O)OC(C)(C)C)OS(=O)(=O)C)F)Cl